ClC1=CC=C(N=N1)OC1C(N2CCC1CC2)CC=2C=NC=CC2 trans-3-(6-Chloropyridazin-3-yl)oxy-2-(3-pyridylmethyl)quinuclidine